FC1=NC(=C2N=CN(C2=N1)C1OCCCCC1)NCC1=CC(=CC=C1)C(=O)OC 2-fluoro-6-{[3-(methoxycarbonyl)benzyl]amino}-9-(oxepan-2-yl)-9H-purine